BrC1=C2OCCN3C(NC(C=C1)=C32)=O 6-bromo-3,4-dihydro-5-oxa-1,2a-diazaacenaphthylen-2(1H)-one